7-[4-(4-BENZO[b]THIOPHEN-4-YL-PIPERAZIN-1-YL)BUTOXY]-1H-QUINOLIN-2-ONE S1C2=C(C=C1)C(=CC=C2)N2CCN(CC2)CCCCOC2=CC=C1C=CC(NC1=C2)=O